methyl (1S,4R)-1-(3,4-dichlorophenyl)-2-oxa-5-azabicyclo-[2.2.1]heptane-5-carboxylate ClC=1C=C(C=CC1Cl)[C@]12OC[C@H](N(C1)C(=O)OC)C2